N-((1R,3r,5S,6r)-3-(6-chloro-1H-indazol-4-yl)-3-hydroxybicyclo[3.1.0]hexan-6-yl)propionamide ClC1=CC(=C2C=NNC2=C1)C1(C[C@H]2C([C@H]2C1)NC(CC)=O)O